ClC=1C(=NC(=NC1)N[C@@H]1C[C@H]2CO[C@@H]([C@H]1O)N2S(=O)(=O)C2CC2)C=2C=C(C1=C(N(C(=N1)C(C)(C)O)C(C)C)C2)F (1S,3R,4S,5S)-3-((5-chloro-4-(4-fluoro-2-(2-hydroxypropan-2-yl)-1-isopropyl-1H-benzo[d]imidazol-6-yl)pyrimidin-2-yl)amino)-8-(cyclopropylsulfonyl)-6-oxa-8-azabicyclo[3.2.1]octan-4-ol